[4-[3-[[(1R)-1-[2-(4,4-dimethyl-1-piperidyl)-3,6-dimethyl-4-oxo-chromen-8-yl]ethyl]amino]-2-pyridyl]-2-fluoro-6-formyl-phenyl] trifluoromethanesulfonate FC(S(=O)(=O)OC1=C(C=C(C=C1C=O)C1=NC=CC=C1N[C@H](C)C=1C=C(C=C2C(C(=C(OC12)N1CCC(CC1)(C)C)C)=O)C)F)(F)F